C(C(C)(C)C)(=O)[Ti](C(C(C)(C)C)=O)(C(C(C)(C)C)=O)C(C(C)(C)C)=O tetrapivaloyl-titanium